S(=O)(=O)(OC)CCO.[Mg] magnesium methyl isethionate